methyl-(2E)-but-2-ene-1,4-dioic acid [N,N-bis(2-methoxyethyl) carbamoyl] ethyl ester C(C)OC(/C=C(/C(=O)OC(N(CCOC)CCOC)=O)\C)=O